CC1(CCC(O1)C(C)(C)O)C=C epoxylinalool